butyl benzoate C(C1=CC=CC=C1)(=O)OCCCC